Cl.NCC=1C=NN(C1)CC=1C(=NC=CC1)C#N ((4-(aminomethyl)-1H-pyrazol-1-yl)methyl)2-cyanopyridine hydrochloride